5,6-dihydro-indolo[1,2-a]Quinoxaline C1=CC=CC=2NCC=3N(C12)C1=CC=CC=C1C3